(3-fluoropropyl) (2,2,2-trifluoroethyl) sulfate S(=O)(=O)(OCCCF)OCC(F)(F)F